The molecule is a lactone which is 9-methyl-1,5-dioxonane-2,6-dione substituted by a benzyl group at position 8, a [(3-hydroxy-4-methoxypyridine-2-yl)carbonyl]amino group at position 3 and an isobutyryloxy group at position 7. It is isolated from the mycelia cake of Streptomyces sp. 517-02 and exhibits potent antifungal activity. It has a role as an antifungal agent, an antimicrobial agent and a bacterial metabolite. It is a lactone, an aromatic ether, a monohydroxypyridine, an aromatic amide and a monocarboxylic acid amide. CC1[C@@H](C(C(=O)OC[C@@H](C(=O)O1)NC(=O)C2=NC=CC(=C2O)OC)CC3=CC=CC=C3)OC(=O)C(C)C